N-[1-[2-chloro-5-(4,4,5,5-tetramethyl-1,3,2-dioxaborolan-2-yl)phenyl]-1-methyl-ethyl]propenamide ClC1=C(C=C(C=C1)B1OC(C(O1)(C)C)(C)C)C(C)(C)NC(C=C)=O